C(C)(C)(C)NC1=NC=C2N=C(N(C2=N1)C1CCNCC1)NC1=CC=C(C=C1)Cl N2-(tert-Butyl)-N8-(4-chlorophenyl)-9-(piperidin-4-yl)-9H-purine-2,8-diamine